C(C)(=O)O[C@H]1C(O)O[C@@H]([C@H]([C@@H]1OC(C)=O)OC(C)=O)C(=O)[O-] 2,3,4-tri-O-acetyl-D-glucopyranosuronate